calcium-tin-lead [Pb].[Sn].[Ca]